6-(3-(2-(1-(2-methoxypyridin-3-yl)cyclobutoxy)acetyl)-3,8-diazabicyclo[3.2.1]octan-8-yl)nicotinonitrile COC1=NC=CC=C1C1(CCC1)OCC(=O)N1CC2CCC(C1)N2C2=NC=C(C#N)C=C2